methyl 2-butynate C(C#CC)(=O)OC